C1(CCCC1)CN1N=CC(=C1)N 1-(cyclopentylmethyl)-1H-pyrazol-4-amine